CC(C)C(=O)OC[C@@H]1[C@H]([C@@H]([C@](O1)(COC(=O)C)O[C@@H]2[C@@H]([C@H]([C@@H]([C@H](O2)COC(=O)C)OC(=O)C(C)C)OC(=O)C(C)C)OC(=O)C(C)C)OC(=O)C(C)C)OC(=O)C(C)C SUCROSE ACETATE ISOBUTYRATE